FC1=CC=C(C(=O)N[C@H](C(=O)NC2=C(C=C(C=C2)S(=O)(=O)Cl)OC)CC2=CC=CC=C2)C=C1 (S)-4-(2-(4-fluorobenzamido)-3-phenylpropionamido)-3-methoxybenzene-1-sulfonyl chloride